3,3',3''-((nitrilotris(methylene))tris(benzofuran-2,4-diyl))tris(2-((R)-pyrrolidin-3-yl)propionic acid) N(CC=1OC2=C(C1)C(=CC=C2)CC(C(=O)O)[C@@H]2CNCC2)(CC=2OC1=C(C2)C(=CC=C1)CC(C(=O)O)[C@@H]1CNCC1)CC=1OC2=C(C1)C(=CC=C2)CC(C(=O)O)[C@@H]2CNCC2